C12(CC3CC(CC(C1)C3)C2)CN2C=CC3=C2N=C(N=C3)NC=3C=NN(C3)CC(=O)OCC ethyl 2-(4-((7-(((1s,3s)-adamantan-1-yl)methyl)-7H-pyrrolo[2,3-d]pyrimidin-2-yl)amino)-1H-pyrazol-1-yl)acetate